CNN1N=NC2=C1C=CC=C2 methyl-1H-benzotriazol-1-ylamine